dimethyl-ethyl-amine hydroxide [OH-].CN(CC)C